The molecule is a triacylglycerol 52:1 in which the acyl groups at positions 1, 2 and 3 are specified as oleoyl, isononadecanoyl and pentadecanoyl respectively. It is a metabolite of the nematode Caenorhabditis elegans. It has a role as a Caenorhabditis elegans metabolite. It is a triacyl-sn-glycerol and a triacylglycerol 52:1. CCCCCCCCCCCCCCC(=O)OC[C@@H](COC(=O)CCCCCCC/C=C\\CCCCCCCC)OC(=O)CCCCCCCCCCCCCCCC(C)C